C(C)OC(CC=1C=NN(C1)CC1=CC=C(C=C1)C1=NOC(=N1)C(F)(F)F)=O.CC(C(C(C(=O)NC1=CC=CC=C1)C=CC=CC1=CC=CC=C1)=O)C 4-methyl-3-oxo-N-phenyl-2-(phenylbutadienyl)pentanamide ethyl-(1-{4-[5-(trifluoromethyl)-1,2,4-oxadiazol-3-yl]benzyl}-1H-pyrazol-4-yl)acetate